ClC1=CC(=C(C=C1)C1NC2=C(OC1)C(=CC=C2)C2CCN(CC2)C(=O)OC(C)(C)C)F tert-butyl 4-(3-(4-chloro-2-fluorophenyl)-3,4-dihydro-2H-benzo[b][1,4]oxazin-8-yl)piperidine-1-carboxylate